1-[5-(4-fluoro-3-methyl-phenyl)-7-iodo-6-(methoxymethyl)pyrrolo[2,3-f]indazol-1-yl]-2,2-dimethyl-propan-1-one FC1=C(C=C(C=C1)N1C(=C(C2=C1C=C1C=NN(C1=C2)C(C(C)(C)C)=O)I)COC)C